C1(CC(C1)O)O (1r,3r)-cyclobutane-1,3-diol